6-phenyl-dibenzo[b,d]thiophen-4-ylboronic acid C1(=CC=CC=C1)C1=CC=CC=2C3=C(SC21)C(=CC=C3)B(O)O